C1(CC1)NC(\C=C\C=CCCCC)=O N-cyclopropyl-(2E,6Z)-nonadienamide